1-(1,4-ethano-8-phenyl-1,2,3,4-tetrahydro-1,5-naphthyridin-6-yl)-N3-(3-fluoro-4-(4-(4-methylpiperazin-1-yl)piperidin-1-yl)phenyl)-1H-1,2,4-triazole-3,5-diamine C1(=CC=CC=C1)C=1C=C(N=C2C3CCN(C12)CC3)N3N=C(N=C3N)NC3=CC(=C(C=C3)N3CCC(CC3)N3CCN(CC3)C)F